The molecule is a linear mannopentaose consisting of five D-mannose residues joined sequentially via two beta(1->2) and two alpha(1->2) linkages with alpha anomeric configuration at the reducing end. C([C@@H]1[C@H]([C@@H]([C@@H]([C@H](O1)O)O[C@@H]2[C@H]([C@H]([C@@H]([C@H](O2)CO)O)O)O[C@@H]3[C@H]([C@H]([C@@H]([C@H](O3)CO)O)O)O[C@H]4[C@H]([C@H]([C@@H]([C@H](O4)CO)O)O)O[C@H]5[C@H]([C@H]([C@@H]([C@H](O5)CO)O)O)O)O)O)O